C(C)(C)(C)OC(=O)NC(CN(C(OCC)=O)C1(CC1)C1=CC(=C(C=C1)F)C(F)(F)F)(C)C ethyl (2-((tert-butoxycarbonyl)amino)-2-methylpropyl)(1-(4-fluoro-3-(trifluoromethyl)phenyl)cyclopropyl)carbamate